ClC1=C(C=CC=C1Cl)N(C(=O)C1=NC2=C(N1)C=CC(=C2)S(=O)(=O)C)CCO N-(2,3-dichlorophenyl)-N-(2-hydroxyethyl)-5-(methylsulfonyl)-1H-benzo[d]imidazole-2-carboxamide